N-(3-methoxybenzyl)-N-(3-morpholinobenzyl)-2-(morpholinomethyl)pyridin-4-amine COC=1C=C(CN(C2=CC(=NC=C2)CN2CCOCC2)CC2=CC(=CC=C2)N2CCOCC2)C=CC1